Bis(adamantyl)phosphine C12(CC3CC(CC(C1)C3)C2)PC23CC1CC(CC(C2)C1)C3